C(C1=CC=CC=C1)OC(=O)N[C@@H]1CN([C@H](C=CC1)CO[Si](C)(C)C(C)(C)C)C(=O)OCC1=CC=CC=C1 benzyl (3S,7R)-3-(((benzyloxy)carbonyl) amino)-7-(((tert-butyldimethylsilyl)oxy)methyl)-2,3,4,7-tetrahydro-1H-azepine-1-carboxylate